C(C)(C)(C)OC(C)(C)C Di-tert.-butylether